methyl (Z)-3-(2-chloro-6-fluorophenyl)-5-(1-(dimethylamino)-3-oxobut-1-en-2-yl)isoxazole-4-carboxylate ClC1=C(C(=CC=C1)F)C1=NOC(=C1C(=O)OC)/C(=C/N(C)C)/C(C)=O